FC1(CC(CC1)CN1N=C(C(=C1)C)C(C(F)F)C)F 1-((3,3-difluorocyclopentyl)methyl)-3-(1,1-difluoropropan-2-yl)-4-methyl-1H-pyrazole